[Br-].NC[N+]1=CN(C=C1)C=C 3-(aminomethyl)-1-vinyl-1H-imidazolium bromide